sodium (S)-3-(3-(1H-indazol-1-yl)phenyl)-3-(3-(1-methyl-4-oxido-2-oxo-1,2-dihydropyridin-3-yl)ureido)propanoate N1(N=CC2=CC=CC=C12)C=1C=C(C=CC1)[C@H](CC(=O)[O-])NC(=O)NC=1C(N(C=CC1[O-])C)=O.[Na+].[Na+]